N-(4-(((1r,4r)-4-aminocyclohexyl)oxy)phenyl)-2-methylbutanamide NC1CCC(CC1)OC1=CC=C(C=C1)NC(C(CC)C)=O